Cl.ClC1=CC(=C(C(=C1)F)C([C@H](CC(C)C)NC)O)F (2S)-1-(4-chloro-2,6-difluorophenyl)-4-methyl-2-(methylamino)pentane-1-ol hydrochloride